3-[2-(4-chlorophenyl)pyrimidin-4-yl]bicyclo[1.1.1]pentan-1-amine ClC1=CC=C(C=C1)C1=NC=CC(=N1)C12CC(C1)(C2)N